COC1=CC=C(C=C1)OC(C1=CC=C(C=C1)OCCCCCCOC(C=C)=O)=O 4-[[6-[(1-oxo-2-propenyl)oxy]hexyl]oxy]benzoic acid-4-methoxyphenyl ester